O\N=C(\N)/[C@H]1CN(CCC1)C(=O)OC(C)(C)C tert-Butyl (R,E)-3-(N'-hydroxycarbamimidoyl)piperidine-1-carboxylate